CC1(C2=CC=CC=C2C=2C=C(C=CC12)C1=NC=CC=C1B1OC(C(O1)(C)C)(C)C)C 2-(9,9-dimethyl-9H-fluoren-3-yl)-3-(4,4,5,5-tetramethyl-1,3,2-dioxaborolan-2-yl)pyridine